CC12C(C3C(C4=CC=CC=C4C(C3CC1)=O)=O)C2 2-methyl-1,4,4a,9a-tetrahydromethanoanthraquinone